C1(CCCC1)N1CC2=CC=C(C=C2C1=O)NC(C1=C(C=C(C=C1)NS(=O)(=O)CCO)N1CCC2(CC2)CC1)=O N-(2-cyclopentyl-3-oxoisoindolin-5-yl)-4-((2-hydroxyethyl)sulfonamido)-2-(6-azaspiro[2.5]octan-6-yl)benzamide